7-bromo-1-isopropyl-4-oxo-1,4-dihydroquinoline-2-carboxylic acid ethyl ester C(C)OC(=O)C=1N(C2=CC(=CC=C2C(C1)=O)Br)C(C)C